5,8,11,14-tetroxa-2-azaheptadecan-17-amide CNCCOCCOCCOCCOCCC(=O)N